3-fluoro-N-methyl-4'-[(4-{[4-(pentafluoro-λ6-sulfanyl)phenyl]amino}piperidin-1-yl)sulfonyl]-[1,1'-biphenyl]-4-carboxamide FC=1C=C(C=CC1C(=O)NC)C1=CC=C(C=C1)S(=O)(=O)N1CCC(CC1)NC1=CC=C(C=C1)S(F)(F)(F)(F)F